CN1C(C2=CC=C(C=C2C=C1)C1=NC2=CC(=CC=C2N=C1)C(=O)N1CC(CC1)C)=O 2-methyl-6-(7-((3-methyl-1-pyrrolidinyl)carbonyl)-2-quinoxalinyl)-1(2H)-isoquinolinone